N-(oxetan-3-ylmethyl)-5-(quinoxalin-6-yl)pyrrolo[2,1-f][1,2,4]triazin-2-amine O1CC(C1)CNC1=NN2C(C=N1)=C(C=C2)C=2C=C1N=CC=NC1=CC2